(Z)-8-(non-3-en-1-yloxy)-8-oxo-octanoic acid C(C\C=C/CCCCC)OC(CCCCCCC(=O)O)=O